1-(11Z-docosenoyl)-2-(5Z,8Z,11Z,14Z-eicosatetraenoyl)-glycero-3-phosphocholine CCCCCCCCCC/C=C\CCCCCCCCCC(=O)OC[C@H](COP(=O)([O-])OCC[N+](C)(C)C)OC(=O)CCC/C=C\C/C=C\C/C=C\C/C=C\CCCCC